N,N'-bis(beta-naphthyl)p-phenylenediamine C1=C(C=CC2=CC=CC=C12)NC1=CC=C(C=C1)NC1=CC2=CC=CC=C2C=C1